(2E)-2-(2-{[({(1E)-1-[4-chlorophenyl]ethylidene}amino)oxy]methyl}phenyl)-2-(methoxyimino)-N-methylacetamide ClC1=CC=C(C=C1)\C(\C)=N\OCC1=C(C=CC=C1)\C(\C(=O)NC)=N/OC